8-((4-(difluoromethoxy)phenyl)sulfonyl)-3-(6-oxa-2-azaspiro[3.4]octan-2-yl)-1-oxa-8-azaspiro[4.5]decane FC(OC1=CC=C(C=C1)S(=O)(=O)N1CCC2(CC(CO2)N2CC3(C2)COCC3)CC1)F